tert-butyl 4-(5-((3-methoxypyrazin-2-yl)methyl)-3-methyl-6-oxo-5,6-dihydropyrido[2,3-b]pyrazin-7-yl)piperazine-1-carboxylate COC=1C(=NC=CN1)CN1C(C(=CC=2C1=NC(=CN2)C)N2CCN(CC2)C(=O)OC(C)(C)C)=O